CC=1C=CC(=C(CC2=C(C#N)C=CC=C2)C1)OCCC1CCN(CC1)C 2-(5-methyl-2-(2-(1-methylpiperidin-4-yl)ethoxy)benzyl)benzonitrile